1,3,5-tris(1-methoxy-1-methyl-ethyl)benzene COC(C)(C)C1=CC(=CC(=C1)C(C)(OC)C)C(C)(OC)C